FC1=C2C(C=C(NC2=CC(=C1C#CC1CCOCC1)F)C=1C=C(C#N)C=CC1S(=O)(=O)C)=O 3-(5,7-Difluoro-4-oxo-6-((tetrahydro-2H-pyran-4-yl)ethynyl)-1,4-dihydroquinolin-2-yl)-4-(methylsulfonyl)benzonitrile